meta-tolyl-carboxylate sodium 3-aminophenylborate NC=1C=C(C=CC1)OB([O-])O.[Na+].C1(=CC(=CC=C1)C(=O)O)C